2-hydroxy-4-decyloxy-acetophenone OC(C)CC(CCCCCC)OCC(=O)C1=CC=CC=C1